N-[N-(3,3-dimethylbutyl)-L-aspartyl]-L-phenylalanine CC(CCN[C@@H](CC(=O)O)C(=O)N[C@@H](CC1=CC=CC=C1)C(=O)O)(C)C